CC1(C2CCC(C1C2)CN2CCC(CC2)N2C(\C(\C1=CC=CC=C21)=C/C(=O)N)=O)C (Z)-2-(1-(1-((6,6-dimethylbicyclo[3.1.1]heptan-2-yl)methyl)piperidin-4-yl)-2-oxoindolin-3-ylidene)acetamide